OC(C(=O)N1CC2=C(N=C(NC2=O)C2(CC2)C2=CC=CC=C2)CC1)C1=C(C(=CC=C1)C(F)(F)F)C 6-(2-hydroxy-2-(2-methyl-3-(trifluoromethyl)phenyl)acetyl)-2-(1-phenylcyclopropyl)-5,6,7,8-tetrahydropyrido[4,3-d]pyrimidin-4(3H)-one